ClC1=C(C=CC=C1C=1C(=NNC1)F)C(=O)N1C[C@H](NCC1)CO [2-chloro-3-(3-fluoro-1H-pyrazol-4-yl)phenyl]-[(3S)-3-(hydroxymethyl)piperazin-1-yl]methanone